4-benzyloxy-2-[[(2S)-1-methylpyrrolidin-2-yl]methoxy]-5,6,7,8-tetrahydropyrido[3,4-d]pyrimidine C(C1=CC=CC=C1)OC=1C2=C(N=C(N1)OC[C@H]1N(CCC1)C)CNCC2